N-(1-amino-4b-hydroxy-7-isopropyl-10-oxo-9b,10-dihydro-4bH-indeno[1,2-b]benzofuran-9b-yl)-2-oxo-2-phenyl-acetamide NC1=C2C(C3(C(OC4=C3C=CC(=C4)C(C)C)(C2=CC=C1)O)NC(C(C1=CC=CC=C1)=O)=O)=O